C(C)O[Si](CCN(CC[Si](OCC)(OCC)OCC)CC[Si](OCC)(OCC)OCC)(OCC)OCC tri(2-triethoxysilylethyl)amine